BrC1=CC=C(C=C1)N\N=C(\C(C)C)/C#N (Z)-N-(4-bromophenyl)isobutyrohydrazonoyl cyanide